(1R)-1-{5-[2-(2,2,2-Trifluoroethoxy)pyridin-3-yl]-1,2,4-oxadiazol-3-yl}-6-azaspiro[2.5]octan-6-sulfonamid FC(COC1=NC=CC=C1C1=NC(=NO1)[C@@H]1CC12CCN(CC2)S(=O)(=O)N)(F)F